3-ethyl-1H-indazol-5-amine C(C)C1=NNC2=CC=C(C=C12)N